C(C)(C)(C)OC(=O)N[C@H](C(=O)OC(C)(C)C)CI t-butyl (R)-2-((t-butoxycarbonyl) amino)-3-iodopropionate